C1(=CC=C(C=C1)NC(=O)C=1SC=CC1)C N-(p-tolyl)thiophene-2-carboxamide